CN1CCN(CC1)C(C(=O)NC=1C=CC=C2C(=CNC12)C1=CC(=NC=C1)NC(=O)C1CC1)C N-(4-(7-(2-(4-methylpiperazin-1-yl)propanamido)-1H-indol-3-yl)pyridin-2-yl)cyclopropanecarboxamide